COC=1C=C(/C=C/C2=NC=NC3=CC=CC=C23)C=C(C1)OC (E)-4-(3,5-Dimethoxystyryl)quinazoline